2-chloro-4-benzo[b]naphtho[2,1-d]furan-7-yl-6-phenyl-1,3,5-triazine ClC1=NC(=NC(=N1)C1=CC=CC=2OC3=C(C21)C=CC=2C=CC=CC23)C2=CC=CC=C2